FC(OC1=C2C3=C(C(OC2=CC(=C1)CCCCC)(C)C)C=CC(=C3)C)F 1-(difluoromethoxy)-6,6,9-trimethyl-3-pentyl-6H-benzo[c]chromene